4-[[5-(4-aminophenyl)tetrazol-1-yl]methyl]benzohydroxamic acid NC1=CC=C(C=C1)C1=NN=NN1CC1=CC=C(C(=O)NO)C=C1